ClC=1C=CC2=C([C@@H](C[C@H](O2)C(=O)NC23CC(C2)(C3)N3N=CC(=C3)C=3C=NC(=CC3)OC(F)F)O)C1 (2S,4R)-6-chloro-N-(3-{4-[6-(difluoromethoxy)pyridin-3-yl]-1H-pyrazol-1-yl}bicyclo[1.1.1]pentan-1-yl)-4-hydroxy-3,4-dihydro-2H-1-benzopyran-2-carboxamide